N-(3-chlorophenethyl)-1-((6-cyclopropylimidazo[1,2-a]pyridin-2-yl)methyl)-1H-pyrazole-4-sulfonamide ClC=1C=C(CCNS(=O)(=O)C=2C=NN(C2)CC=2N=C3N(C=C(C=C3)C3CC3)C2)C=CC1